1,3-dihydro-1,3,3-trimethylspiro[2H-indole-2,3'-[3H]naphtho[2,1-b][1,4]oxazine] CN1C2=CC=CC=C2C(C12C=NC1=C(O2)C=CC2=CC=CC=C21)(C)C